CCC(CC)OOC(CCCCCCCNCCCNC(=O)OC(C)(C)C)=O 8-((3-((tert-butoxycarbonyl)amino)propyl)amino)octanoic acid 3-pentyloxy ester